COC(\C=C(\C1CCCC1)/N)=O (Z)-3-amino-3-cyclopentylacrylic acid methyl ester